3-((1-(3-cyclohexyl-2-hydroxypropionyl)-4-hydroxypiperidin-4-yl)methyl)-6-(2-fluorophenyl)pyrimidin-4(3H)-one C1(CCCCC1)CC(C(=O)N1CCC(CC1)(O)CN1C=NC(=CC1=O)C1=C(C=CC=C1)F)O